4-((2-hydroxy-2-methylpropyl)amino)pyrido[3,4-d]pyridazin OC(CNC=1N=NC=C2C1C=NC=C2)(C)C